trifluoroethylphosphite FC(COP([O-])[O-])(F)F